FC1C(C1)CO 2-fluorocyclopropanyl-methanol